C1(CC1)C1=NN(C(=C1C(F)(F)F)C(=O)OCC)CC1CCC(CC1)(F)F Ethyl 3-cyclopropyl-1-((4,4-difluorocyclohexyl)methyl)-4-(trifluoromethyl)-1H-pyrazole-5-carboxylate